ClC=1C=C(CN2C3CN(CC2C3)C3=NC=C(C=C3)C3=C2C=CC=NC2=CC(=C3)C=3C=NN(C3)C)C=CC1 6-(3-Chlorobenzyl)-3-(5-(7-(1-methyl-1H-pyrazol-4-yl)quinolin-5-yl)pyridin-2-yl)-3,6-diazabicyclo[3.1.1]heptane